tert-butyl 4-[[1-[[1-[1-(2,6-dioxo-3-piperidyl)-3-methyl-2-oxo-benzimidazol-5-yl]azetidin-3-yl]methyl]-4-piperidyl]methyl]piperidine-1-carboxylate O=C1NC(CCC1N1C(N(C2=C1C=CC(=C2)N2CC(C2)CN2CCC(CC2)CC2CCN(CC2)C(=O)OC(C)(C)C)C)=O)=O